Trinonylamin C(CCCCCCCC)N(CCCCCCCCC)CCCCCCCCC